NC(CCC1=CC=C(C=C1)B1OC(C(O1)(C)C)(C)C)=O (2S)-1-amino-1-oxo-3-[4-(4,4,5,5-tetramethyl-1,3,2-dioxaborolan-2-yl)phenyl]propan